BrC1=CC=C(\C=C/2\CN(CC2)C(=O)OC(C)(C)C)C=C1 tert-butyl (E)-3-(4-bromobenzylidene)pyrrolidine-1-carboxylate